(R)-(3-aminopyrrolidin-1-yl)(4,5-dichloro-1H-indol-2-yl)methanone N[C@H]1CN(CC1)C(=O)C=1NC2=CC=C(C(=C2C1)Cl)Cl